(((9H-fluoren-9-yl)methoxy)carbonyl)-3-(4-bromobenzyl)pyrrolidine C1=CC=CC=2C3=CC=CC=C3C(C12)COC(=O)N1CC(CC1)CC1=CC=C(C=C1)Br